N1C(=NC=C1)C(=O)NC(C)(C)C1=CC(=C(C(=O)O)C=C1)C 4-(2-(1H-imidazole-2-carboxamido)propan-2-yl)-2-methylbenzoic acid